5-BROMO-1,3-DICHLORO-2-FLUORo-BENZOL BrC=1C=C(C(=C(C1)Cl)F)Cl